methyl (R)-2-amino-3-(7-(fluoromethyl)thieno[3,2-b]pyridine-2-carboxamido)propanoate N[C@@H](C(=O)OC)CNC(=O)C1=CC2=NC=CC(=C2S1)CF